O1S(N=CC1)(=O)=O 5H-[1,2,3]oxathiazole 2,2-dioxide